OC[C@H](C1=CC=CC=C1)NC1=NC(=NC=C1C1=NC2(CO1)CCOCC2)NC2=CC=C1C(N(N(C1=C2)C(C)C)C)=O (S)-6-((4-((2-hydroxy-1-phenylethyl)amino)-5-(3,8-dioxa-1-azaspiro[4.5]dec-1-en-2-yl)pyrimidin-2-yl)amino)-1-isopropyl-2-methyl-1,2-dihydro-3H-indazol-3-one